COC(=O)C1N(C(=NC1)SC)C1=NC(=CC(=C1)C(F)(F)F)C 2-methylsulfanyl-3-[6-methyl-4-(trifluoromethyl)pyridin-2-yl]-4,5-dihydro-3H-imidazole-4-carboxylic acid methyl ester